(3S)-3-(2-(5-((dimethylamino)methyl)-2-oxo-4-(trifluoromethyl)pyridin-1(2H)-yl)-4-methylpentanamido)-3-(4-fluoro-2',4',5,6'-tetramethyl-[1,1'-biphenyl]-3-yl)propanoic acid CN(C)CC=1C(=CC(N(C1)C(C(=O)N[C@@H](CC(=O)O)C=1C=C(C=C(C1F)C)C1=C(C=C(C=C1C)C)C)CC(C)C)=O)C(F)(F)F